cis-N-(4-Chlorophenyl)-2-(5-phenyltetrahydro-2H-pyran-2-yl)acetamide ClC1=CC=C(C=C1)NC(C[C@@H]1OC[C@@H](CC1)C1=CC=CC=C1)=O